[Si](C1=CC=CC=C1)(C1=CC=CC=C1)(C(C)(C)C)OCC1CCC(CC1)C=O (1S,4S)-4-[[(tert-butyldiphenylsilyl)oxy]methyl]cyclohexane-1-carbaldehyde